CCCCCCCCCC(CCCCCCCCCCCC(=O)[O-])O The molecule is the conjugate base of 13-hydroxydocosanoic acid. It is a hydroxy monocarboxylic acid anion and a hydroxy fatty acid anion. It derives from a behenate. It is a conjugate base of a 13-hydroxydocosanoic acid.